ClC1=C(C=CC=C1)C=CC(=O)NC1=C(C(=NN1)C1=CC=NC=C1)C 3-(2-chlorophenyl)-N-(4-methyl-3-(pyridin-4-yl)-1H-pyrazol-5-yl)propenamide